Benzo[c][1,2,5]thiadiazole-4,7-diyldiboronic acid N=1SN=C2C1C(=CC=C2B(O)O)B(O)O